4-acetylphenyldiphenylsulfonium tetrakis-(pentafluorobenzyl)-borate FC1=C(C(=C(C(=C1C[B-](CC1=C(C(=C(C(=C1F)F)F)F)F)(CC1=C(C(=C(C(=C1F)F)F)F)F)CC1=C(C(=C(C(=C1F)F)F)F)F)F)F)F)F.C(C)(=O)C1=CC=C(C=C1)[S+](C1=CC=CC=C1)C1=CC=CC=C1